1-(4-Bromo-1H-pyrrol-2-yl)-N-(3,4-difluorobenzyl)formamide BrC=1C=C(NC1)C(=O)NCC1=CC(=C(C=C1)F)F